OC1=C(CN[C@@H](C)C(=O)O)C=C(C(=C1)O)O 2,4,5-trihydroxybenzylalanine